ClC=1N=NC(=CC1)C(C)N1C=NC(=C1)I 3-chloro-6-(1-(4-iodo-1H-imidazol-1-yl)ethyl)pyridazine